C(C=C)(=O)OC12CC3(CC(CC(C1)(C3)C)(C2)C)OC(C=C)=O 5,7-dimethyl-1,3-adamantanediol diacrylate